CC1(C(CCC1)=O)C 2,2-Dimethylcyclopentane-1-one